(1-methoxycyclopropyl)methanamine COC1(CC1)CN